N-(3-acetyl-1-(2-((2-((3-chloro-2-fluorobenzyl)amino)-2-oxoethyl)(cyclopropyl)amino)-2-oxoethyl)-1H-indazol-5-yl)-3,3-difluoropiperidine-1-carboxamide C(C)(=O)C1=NN(C2=CC=C(C=C12)NC(=O)N1CC(CCC1)(F)F)CC(=O)N(C1CC1)CC(=O)NCC1=C(C(=CC=C1)Cl)F